rac-(3-((1R,2S)-2-(Dimethylamino)cyclohexyl)-1,2,3-oxadiazol-3-ium-5-yl)((3-(2-(o-tolyl)acetamido)-5-(trifluoromethyl)phenyl)-carbamoyl)amide CN([C@@H]1[C@@H](CCCC1)[N+]1=NOC(=C1)[N-]C(NC1=CC(=CC(=C1)C(F)(F)F)NC(CC1=C(C=CC=C1)C)=O)=O)C |r|